8-bromo-2-[(4-methoxyphenyl)methyl]-3-methyl-2H-1λ6,2,4-benzothiadiazine-1,1-dione BrC1=CC=CC=2N=C(N(S(C21)(=O)=O)CC2=CC=C(C=C2)OC)C